ethyl 2-(3,5-dichloro-2-fluoro-4-(3-(4-fluorobenzyl)-4-hydroxybenzyl)phenoxy)acetate ClC=1C(=C(OCC(=O)OCC)C=C(C1CC1=CC(=C(C=C1)O)CC1=CC=C(C=C1)F)Cl)F